C1(CCCCC1)OC1=CC=C(C=C1)S(=O)(=O)Cl 4-(cyclohexyloxy)benzenesulfonyl chloride